(4aR,8aS)-6-(4-((2-Chloro-4-fluorophenoxy)methyl)-4-fluoropiperidine-1-carbonyl)hexahydro-2H-pyrido[4,3-b][1,4]oxazin-3(4H)-one ClC1=C(OCC2(CCN(CC2)C(=O)N2C[C@@H]3[C@@H](OCC(N3)=O)CC2)F)C=CC(=C1)F